8-[8-fluoro-2-methylimidazo[1,2-a]pyridin-6-yl]-2-methoxy-5-(piperazin-1-yl)quinoline FC=1C=2N(C=C(C1)C=1C=CC(=C3C=CC(=NC13)OC)N1CCNCC1)C=C(N2)C